N6-[(±)-1-(phenyl)-ethyl]-adenosine C1(=CC=CC=C1)[C@@H](C)NC=1C=2N=CN([C@H]3[C@H](O)[C@H](O)[C@@H](CO)O3)C2N=CN1 |&1:6|